2-(2,4-difluorophenyl)-1-((4-ethynylbenzyl)(methyl)amino)-3-(1H-1,2,4-triazol-1-yl)propan-2-ol FC1=C(C=CC(=C1)F)C(CN(C)CC1=CC=C(C=C1)C#C)(CN1N=CN=C1)O